(S)-2,4-dimethyl-1-((2-methyl-6-(quinolin-4-yl)pyridin-3-yl)oxy)pentan-2-amine C[C@@](COC=1C(=NC(=CC1)C1=CC=NC2=CC=CC=C12)C)(CC(C)C)N